(4-(1H-pyrazol-4-yl)phenyl)-5-methoxy-1,3-dihydrospiro[indene-2,3'-pyrrolidine]-2'-one N1N=CC(=C1)C1=CC=C(C=C1)N1C(C2(CC1)CC1=CC=C(C=C1C2)OC)=O